N-(5-((2-(2-(hydroxymethyl)-2-methylpiperidin-1-yl)ethyl)carbamoyl)-2-methylpyridin-3-yl)-7-(1-methyl-1H-pyrazol-4-yl)-[1,2,4]triazolo[4,3-a]pyridine-3-carboxamide OCC1(N(CCCC1)CCNC(=O)C=1C=C(C(=NC1)C)NC(=O)C1=NN=C2N1C=CC(=C2)C=2C=NN(C2)C)C